BrC=1C=C(C=CC1)C1=CC2=C(SC3=C2C=CC=C3)C=C1 2-(3-bromophenyl)dibenzo[b,d]thiophene